methyl 1-(2-((2,3-dihydrobenzofuran-5-yl)amino)pyridin-4-yl)-1H-imidazole-4-carboxylate O1CCC2=C1C=CC(=C2)NC2=NC=CC(=C2)N2C=NC(=C2)C(=O)OC